3-(3-((2-((3-Methyl-1-(1-methylpyrrolidin-3-yl)-1H-pyrazol-4-yl)amino)-5-(trifluoromethyl)pyrimidin-4-yl)amino)propyl)-1,3-oxazepan-2-on CC1=NN(C=C1NC1=NC=C(C(=N1)NCCCN1C(OCCCC1)=O)C(F)(F)F)C1CN(CC1)C